(2R,3S,4R,5R)-3-methyl-5-(4-methyl-7H-pyrrolo[2,3-d]pyrimidin-7-yl)-2-((quinolin-7-yloxy)methyl)tetrahydrofuran-3,4-diol C[C@]1([C@H](O[C@H]([C@@H]1O)N1C=CC2=C1N=CN=C2C)COC2=CC=C1C=CC=NC1=C2)O